C1(CCCCC1)NNCCC[Si](OCCC)(OCCC)OCCC 3-(N-cyclohexylaminoamino)propyltripropoxysilane